BrCC1=C(C=CC=C1)/C(/C(=O)OC)=C\OC methyl (E)-2-[2-(bromomethyl)-phenyl]-3-methoxy-prop-2-enoate